[Si](C)(C)(C(C)(C)C)OCC(F)(F)C1=NC=CC(=C1F)C(=C)OCC 2-(2-((tert-butyldimethylsilyl)oxy)-1,1-difluoroethyl)-4-(1-ethoxyvinyl)-3-fluoropyridine